NC1=CC=C(OC2=C(C=CC=C2)C2=CC=C(C=C2)OC2=CC=C(C=C2)N)C=C1 2,4'-bis(4-aminophenoxy)biphenyl